carboxybenzyl-mercaptooxadiazole C(=O)(O)SC=1N=NOC1CC1=CC=CC=C1